C=CCCCC=C 1,6-Heptadiene